Z-7-tricosene CCCCCC\C=C/CCCCCCCCCCCCCCC